1-(4-bromo-5,8-dichloro-2-(methylthio)quinolin-3-yl)-2-methylpropan-1-one BrC1=C(C(=NC2=C(C=CC(=C12)Cl)Cl)SC)C(C(C)C)=O